N1[C@@H](CCC1)C=1C=C(C=C2CCOCC12)C=1C=C2C(=NC1)NC=C2[C@H](C#N)C (R)-2-(5-(8-((S)-pyrrolidin-2-yl)isochroman-6-yl)-1H-pyrrolo[2,3-b]pyridin-3-yl)propionitrile